6-benzylsulfanyl-8-chloro-3-iodo-imidazo[1,2-a]pyridine C(C1=CC=CC=C1)SC=1C=C(C=2N(C1)C(=CN2)I)Cl